CC=1C=2N(C=CC1)N=C(C2)[C@@H]2N(CCC1=C2N=CN1)C1=NC=C(C=N1)C(O)C1=CC=CC=C1 (2-((R)-4-(4-methylpyrazolo[1,5-a]pyridin-2-yl)-1,4,6,7-tetrahydro-5H-imidazo[4,5-c]pyridin-5-yl)pyrimidin-5-yl)(phenyl)methanol